2-(((1R,3S)-3-(5-bromo-4-ethyl-4H-1,2,4-triazol-3-yl)cyclohexyl)amino)-4-(oxetan-3-yloxy)pyrimidine-5-carbonitrile BrC=1N(C(=NN1)[C@@H]1C[C@@H](CCC1)NC1=NC=C(C(=N1)OC1COC1)C#N)CC